6-(tert-butyl)-10-(carboxymethoxy)-2-oxo-6,7-dihydro-2H-pyrido[2',1':3,4]pyrazino[1,2-b]indazole-3-carboxylic acid C(C)(C)(C)C1N2C(C=3N(N=C4C(=CC=CC34)OCC(=O)O)C1)=CC(C(=C2)C(=O)O)=O